C(C1=CC=CC=C1)OC(=O)N1[C@H](C[C@H](CC1)CF)C1=CC=CC=C1 |r| rac-(2R,4S)-4-(fluoromethyl)-2-phenylpiperidine-1-carboxylic acid benzyl ester